BrC1=CC=C(C=C1)\C=C\C(=O)C1=C(C=CC=C1O)OCC(=O)O 4-Bromo-2'-(carboxymethoxy)-6'-hydroxychalcone